COCCCN(C1=CC=C(C=C1)N)C N1-(3-methoxypropyl)-N1-methylbenzene-1,4-diamine